C(C)N(C(=O)N[C@@H]1CN([C@@H]2CC=3C4=C(C2=C1)C=CC=C4NC3)C([2H])([2H])[2H])OC 1-ethyl-1-methoxy-3-((6aR,9S)-7-(methyl-d3)-4,6,6a,7,8,9-hexahydroindolo[4,3-fg]quinolin-9-yl)urea